4-((2-(4-(((5-(trifluoromethyl)-1H-indol-2-yl)methyl)amino)butoxy)ethyl)amino)-1H-indazole-6-carboxamide FC(C=1C=C2C=C(NC2=CC1)CNCCCCOCCNC1=C2C=NNC2=CC(=C1)C(=O)N)(F)F